5-[(5-bromo-2-ethyl-1,2,4-triazol-3-yl)amino]isoindolin-1-one BrC=1N=C(N(N1)CC)NC=1C=C2CNC(C2=CC1)=O